C(C)(C)(C)OC(=O)N1[C@@H]2CCN([C@@H]2C1)C(C)=O (1R,5R)-2-acetyl-2,6-diazabicyclo[3.2.0]heptane-6-carboxylic acid tert-butyl ester